6-(cyclopropanecarboxamido)-4-((2,6-dimethyl-5-oxo-5,6-dihydro-[1,2,4]triazolo[1,5-c]quinazolin-7-yl)amino)-N-(methyl-d3)nicotinamide C1(CC1)C(=O)NC1=NC=C(C(=O)NC([2H])([2H])[2H])C(=C1)NC1=CC=CC=2C=3N(C(N(C12)C)=O)N=C(N3)C